FC1=CC=C(C=C1)C1=C(C=2N(C(=N1)N)N=C(N2)NC2=NC=CC=C2)C2=CC(=NC=C2)C 7-(4-fluorophenyl)-8-(2-methylpyridin-4-yl)-N2-(pyridin-2-yl)-[1,2,4]triazolo[1,5-c]pyrimidine-2,5-diamine